OCC[N+]1(C=NCC1)CCO bishydroxyethyl-imidazolinium